2-(1-(4-trifluoromethoxyphenyl)vinyl)-10H-phenothiazine FC(OC1=CC=C(C=C1)C(=C)C1=CC=2NC3=CC=CC=C3SC2C=C1)(F)F